CC1=C(C(=C2CCCC2=C1)NC(OC1=CC=CC=C1)=O)C1=CC(=NC=C1)OC1CCN(CC1)C Phenyl (6-methyl-5-(2-((1-methylpiperidin-4-yl)oxy)pyridin-4-yl)-2,3-dihydro-1H-inden-4-yl)carbamate